1-(3-amino-2-fluorophenyl)ethan-1-one NC=1C(=C(C=CC1)C(C)=O)F